CC1=C(C=CC2=C1OC(=O)C(=C2O)NC(=O)C3=CC(=C(C=C3)O)CC=C(C)C)O[C@H]4[C@@H]([C@@H]([C@H](C(O4)(C)C)OC)OC(=O)N)O The molecule is a coumarin-derived antibiotic obtained from Streptomyces niveus. It has a role as an antibacterial agent, an EC 5.99.1.3 [DNA topoisomerase (ATP-hydrolysing)] inhibitor, an antimicrobial agent, an Escherichia coli metabolite and a hepatoprotective agent. It is a hexoside, a monocarboxylic acid amide, a monosaccharide derivative, a hydroxycoumarin, an ether, a carbamate ester and a member of phenols. It is a conjugate acid of a novobiocin(1-).